(Z)-2-cyano-N-(1-(3-{4-(2,6-dimethoxy-4-(1,4,5-trimethyl-6-oxo-1,6-dihydropyridin-3-yl)benzyl)piperazine-1-carbonyl}phenyl)butyl)-N-methyl-3-(thiazol-2-yl)acrylamide C(#N)/C(/C(=O)N(C)C(CCC)C1=CC(=CC=C1)C(=O)N1CCN(CC1)CC1=C(C=C(C=C1OC)C1=CN(C(C(=C1C)C)=O)C)OC)=C/C=1SC=CN1